C#CC(CC)O 1-pentyne-3-ol